5-(5-(((1-Cyclohexyl-1H-tetrazol-5-yl)methyl)(methyl)amino)-1,3,4-oxadiazol-2-yl)-2-fluorophenol C1(CCCCC1)N1N=NN=C1CN(C1=NN=C(O1)C=1C=CC(=C(C1)O)F)C